SC(C(=O)OCC(COC(C(C)(C)S)=O)(COC(C(C)(C)S)=O)COC(C(C)(C)S)=O)(C)C pentaerythritol tetrakis(2-mercapto-isobutyrate)